The molecule is an oxo fatty acyl-CoA that results from the formal condensation of the thiol group of coenzyme A with the carboxylic acid group of (9S,13S)-1a,1b-dinor-12-oxo-10,15-phytodienoic acid. It is an oxo-fatty acyl-CoA and an unsaturated fatty acyl-CoA. It derives from a 6-{(1S,5S)-4-oxo-5-[(2Z)-pent-2-en-1-yl]cyclopent-2-en-1-yl}hexanoic acid. It is a conjugate acid of a (9S,13S)-1a,1b-dinor-12-oxo-10,15-phytodienoyl-CoA(4-). CC/C=C\\C[C@H]1[C@H](C=CC1=O)CCCCCC(=O)SCCNC(=O)CCNC(=O)[C@@H](C(C)(C)COP(=O)(O)OP(=O)(O)OC[C@@H]2[C@H]([C@H]([C@@H](O2)N3C=NC4=C(N=CN=C43)N)O)OP(=O)(O)O)O